(1R,2S)-2-((S)-5H-imidazo[5,1-a]isoindol-5-yl)-3,3-dimethylcyclobutan-1-ol C=1N=CN2C1C1=CC=CC=C1[C@@H]2[C@H]2[C@@H](CC2(C)C)O